NC=1C=C2C(NC(C2=CC1N)=O)=O 5,6-diamino-2,3-dihydro-1H-isoindole-1,3-dione